benzyl (4-(cyclohexyloxy)butanoyl)glycinate C1(CCCCC1)OCCCC(=O)NCC(=O)OCC1=CC=CC=C1